C(C)(C)(C)C=1C(=C(C=CC1N(C)C)P)C(C)(C)C (di-tert-butyl-(4-dimethylaminophenyl))Phosphine